FC(C(C(=O)OCCCCCCCCCCCCCCCCCCC)(F)F)(F)F nonadecyl pentafluoropropionate